2-methylpropan-2-ol TFA salt OC(=O)C(F)(F)F.CC(C)(C)O